trihexyltetradecylphosphonium persulfate S(=O)(=O)([O-])OOS(=O)(=O)[O-].C(CCCCC)[P+](CCCCCCCCCCCCCC)(CCCCCC)CCCCCC.C(CCCCC)[P+](CCCCCC)(CCCCCC)CCCCCCCCCCCCCC